Cl[Se]C1=CC=CC=C1 phenyl selenohypochlorite